C12(OCC(C1)C2)COC2=C(C(=CC(=C2)C(F)F)O)C(=O)N2CC1=C(C=CC=C1CC2)N[C@@H]2COCC2 (S)-(2-((2-Oxabicyclo[2.1.1]hexan-1-yl)methoxy)-4-(difluoromethyl)-6-hydroxyphenyl)(8-((tetrahydrofuran-3-yl)amino)-3,4-dihydroisoquinolin-2(1H)-yl)methanone